β,β-dimethylcysteine CC([C@H](N)C(=O)O)(S)C